titanium tetrakis(linoleic acid) C(CCCCCCC\C=C/C\C=C/CCCCC)(=O)O.C(CCCCCCC\C=C/C\C=C/CCCCC)(=O)O.C(CCCCCCC\C=C/C\C=C/CCCCC)(=O)O.C(CCCCCCC\C=C/C\C=C/CCCCC)(=O)O.[Ti]